C(=CCCCCCCCCCCCCCCCC)C(C(=O)[O-])CC(=O)[O-].[Cu+2] copper 2-octadecenylsuccinate